CNC(CCSC1(CCC(CC1)=C(C)C)C)=O N-methyl-3-((1-methyl-4-(propan-2-ylidene)cyclohexyl)thio)propanamide